2-((1R,5S,8S)-3-(2-((S)-2-Methylazetidin-1-yl)-6-(trifluoromethyl)pyrimidin-4-yl)-3-azabicyclo[3.2.1]oct-8-yl)acetic acid C[C@@H]1N(CC1)C1=NC(=CC(=N1)N1C[C@@H]2CC[C@H](C1)C2CC(=O)O)C(F)(F)F